3-(difluoromethoxy)-5-fluorobenzamide FC(OC=1C=C(C(=O)N)C=C(C1)F)F